CC(C(=O)OC)CCC(C(=O)OC)=C dimethyl 2-methyl-5-methyleneadipate